tricycloheptyl citrate C(CC(O)(C(=O)OC1CCCCCC1)CC(=O)OC1CCCCCC1)(=O)OC1CCCCCC1